C(C=C(C)C)NCC=1C(NC(NC1)=S)=O 5-(prenylaminomethyl)-2-thio-uracil